N-[4-(3-cyanophenyl)-5-(2,6-dimethyl-4-pyridyl)thiazol-2-yl]-4-(1,2,4-oxadiazol-5-yl)piperidine-1-carboxamide C(#N)C=1C=C(C=CC1)C=1N=C(SC1C1=CC(=NC(=C1)C)C)NC(=O)N1CCC(CC1)C1=NC=NO1